benzyl 4,4-difluoro-3-(6-methoxy-5-((methylthio)methyl)pyridin-3-yl)piperidine-1-carboxylate FC1(C(CN(CC1)C(=O)OCC1=CC=CC=C1)C=1C=NC(=C(C1)CSC)OC)F